FC1=CC=C(C=C1)C(N1C[C@@H](N(C[C@H]1CN1CCOCC1)C1=CC(N(C=2C=CC(=NC12)C#N)C)=O)C)C1=CC=C(C=C1)F 8-((2S,5r)-4-(bis(4-fluorophenyl)methyl)-2-methyl-5-(morpholinomethyl)piperazin-1-yl)-5-methyl-6-oxo-5,6-dihydro-1,5-naphthyridine-2-carbonitrile